C(CCCCCCCCCCCCC)(=O)[O-].[Ag+] silver(I) myristate